tri(perfluoromethyl)methoxysilane FC(F)(F)[Si](OC)(C(F)(F)F)C(F)(F)F